ClC1=C(C=CC(=C1)Cl)[C@H]1OC2=C(C=CC=C2C(=C1)F)C1CCN(CC1)CC1=NC=2C(=NC(=CC2)C(=O)O)N1C[C@H]1OCC1 2-((4-((S)-2-(2,4-dichlorophenyl)-4-fluoro-2H-chromen-8-yl)piperidin-1-yl)methyl)-3-(((S)-oxetan-2-yl)methyl)-3H-imidazo[4,5-b]pyridine-5-carboxylic acid